(2-bromophenyl-ethyl)acetamide BrC1=C(C=CC=C1)CCCC(=O)N